4-(1-([1,1'-biphenyl]-4-yl)-1H-imidazo[4,5-f][1,10]phenanthroline-2-yl)benzoic acid C1(=CC=C(C=C1)N1C(=NC2=C3C=CC=NC3=C3N=CC=CC3=C21)C2=CC=C(C(=O)O)C=C2)C2=CC=CC=C2